3-(3-((5-cyclopropyl-2-((3-methyl-1-(1-methylpiperidin-4-yl)-1H-pyrazol-4-yl)amino)pyrimidin-4-yl)amino)propyl)-1,3-oxazinan-2-one C1(CC1)C=1C(=NC(=NC1)NC=1C(=NN(C1)C1CCN(CC1)C)C)NCCCN1C(OCCC1)=O